C(C)SC(=C(C#N)C1=NC=C(N=C1)OCC(C(F)(F)F)(F)F)SCC 3,3-bis(ethylthio)-2-(5-(2,2,3,3,3-pentafluoropropoxy)pyrazin-2-yl)acrylonitrile